C(C)(C)(C)OC(=O)NNC(C(=O)OCC)(C)C ethyl 2-{[(tert-butoxycarbonyl)amino]amino}-2-methylpropanoate